BrC(=CC=1C=CC(=C(C1)O)C=1N=NC(=CC1C)N[C@H]1CN(CCC1)C)Br (R)-5-(2,2-dibromoethenyl)-2-(4-methyl-6-((1-methylpiperidin-3-yl)amino)pyridazin-3-yl)phenol